C1(CCCCC1)NC(=O)NC=1C=C2C=CC=NC2=CC1 1-cyclohexyl-3-(quinolin-6-yl)urea